(RS)-5-Bromo-pyridine-2-carboxylic acid (4-pyrrolidin-3-yl-phenyl)-amide hydrochloride Cl.N1C[C@H](CC1)C1=CC=C(C=C1)NC(=O)C1=NC=C(C=C1)Br |r|